2-amino-2-(hydroxymethyl)propane-1,3-diol 3-(6-bromo-5-chloro-2-oxobenzo[d]oxazol-3(2H)-yl)propanoate BrC1=CC2=C(N(C(O2)=O)C(C(=O)OCC(CO)(CO)N)C)C=C1Cl